(E)-N-(3-((6-(2,6-dichloro-3,5-dimethoxyphenyl)-2-(methylamino)-7-oxopyrido[2,3-d]pyrimidin-8(7H)-yl)methyl)phenyl)-4-(dimethylamino)but-2-enamide di-tert-butyl-dicarbonate C(C)(C)(C)OC(=O)OC(=O)OC(C)(C)C.ClC1=C(C(=C(C=C1OC)OC)Cl)C1=CC2=C(N=C(N=C2)NC)N(C1=O)CC=1C=C(C=CC1)NC(\C=C\CN(C)C)=O